COC=1C=C2CCN3C(C2=CC1C=1N=NN(N1)C)=C(C=C3C(=O)N3[C@]1(CC[C@H]1CCC3)C#N)CCC |o1:24,27| (1S*,6R*)-2-(8-methoxy-9-(2-methyl-2H-tetrazol-5-yl)-1-propyl-5,6-dihydropyrrolo[2,1-a]isoquinoline-3-carbonyl)-2-azabicyclo[4.2.0]octane-1-carbonitrile